ethyl 1-methyl-5-(2-{[7-(5-methyl-1,2,4-oxadiazol-3-yl)isoquinolin-1-yl]amino}ethyl)-4-oxo-1H,4H,5H,6H,7H-pyrrolo[3,2-c]pyridine-2-carboxylate CN1C(=CC=2C(N(CCC21)CCNC2=NC=CC1=CC=C(C=C21)C2=NOC(=N2)C)=O)C(=O)OCC